FC(C(=O)O)(F)F.S1C(=NN=C1)C(=O)N 1,3,4-thiadiazole-2-carboxamide-2,2,2-trifluoroacetate salt